CC(COC(=O)C1C(CCCC1)C(=O)OCC(CC)C)CC 1,2-cyclohexanedicarboxylic acid di(2-methylbutyl) ester